((3aR,4R,7S,7aR)-7-((tert-butoxycarbonyl)amino)-2,2-dimethyltetrahydro-4H-[1,3]dioxolo[4,5-c]pyran-4-yl)methyl 4-methylbenzenesulfonate CC1=CC=C(C=C1)S(=O)(=O)OC[C@H]1OC[C@@H]([C@@H]2[C@H]1OC(O2)(C)C)NC(=O)OC(C)(C)C